COC1=C(C(=CC(=C1)OC)OC)[Mg]Br (2,4,6-trimethoxyphenyl)magnesium bromide